2-[5-(trifluoromethyl)-2-thienyl]Propan-1-ol FC(C1=CC=C(S1)C(CO)C)(F)F